t-butylperoxy-6-butylperoxy-2-ethylhexanoate C(C)(C)(C)OOC(C(=O)[O-])(CCCCOOCCCC)CC